(1-VINYL-CYCLOBUTYL)-ACETIC ACID C(=C)C1(CCC1)CC(=O)O